SC(=O)S mercaptoketone